dimethyl-heptyl-pyran CC1=C(C(OC=C1)CCCCCCC)C